C(C)(=O)N1CCC(CC1)C=1C=C(C=CC1)C1N(CCCC1)C(C(=O)NC=1C=C(C(=NC1)NC(OC(C)(C)C)=O)C)=O tert-butyl N-[5-[[2-[2-[3-(1-acetyl-4-piperidyl)phenyl]-1-piperidyl]-2-oxo-acetyl]amino]-3-methyl-2-pyridyl]carbamate